COC=1C=CC(=C(C(=O)O)C1)C 5-methoxy-2-methylbenzoic acid